2-[2-fluoro-6-(trifluoromethyl)benzene-1-carbonyl]-8,8-dimethyl-7-oxo-2-azaspiro[3.5]non-5-ene-6-carbonitrile FC1=C(C(=CC=C1)C(F)(F)F)C(=O)N1CC2(C1)C=C(C(C(C2)(C)C)=O)C#N